1-(2-((4-methoxybenzyl)amino)-6-methylpyridin-3-yl)-N-((5-phenyl-1,3,4-thiadiazol-2-yl)methyl)-1H-1,2,3-triazole-4-carboxamide COC1=CC=C(CNC2=NC(=CC=C2N2N=NC(=C2)C(=O)NCC=2SC(=NN2)C2=CC=CC=C2)C)C=C1